butyl-paraben (butyl p-hydroxybenzoate) C(CCC)C1=C(C(=O)O)C=CC(=C1)O.C(CCC)OC(=O)C1=CC=C(O)C=C1